2,3-diamino-4-methylbenzoic acid NC1=C(C(=O)O)C=CC(=C1N)C